2-(2,2-di((9Z,12Z)-octadeca-9,12-dien-1-yl)-1,3-dioxolan-4-yl)-N,N-dimethylethylethanamine C(CCCCCCC\C=C/C\C=C/CCCCC)C1(OCC(O1)CCC(C)N(C)C)CCCCCCCC\C=C/C\C=C/CCCCC